C(C)(C)(C)[Si](OC(CCCO)C)(C1=CC=CC=C1)C1=CC=CC=C1 4-{[tert-butyl-(diphenyl)silyl]oxy}pentanol